C1(CCC1)C1=CN=C(N1)C1=NC=CC(=C1)C=1C=NC=C(C1)S(=O)(=O)C 2'-(5-Cyclobutyl-1H-imidazol-2-yl)-5-(methylsulfonyl)-3,4'-bipyridin